3-(4-(methylsulfonyl)piperazin-1-yl)propan-1-amine CS(=O)(=O)N1CCN(CC1)CCCN